OCCS[C@H](C)CC(CCCC)=O |r| (±)-2-((2-hydroxyethyl)thio)octan-4-one